NC1=NC=CC2=CC(=CC=C12)CNC(=O)C=1C(=NC=C(C1)Cl)NCC1CCN(CC1)C N-[(1-amino-6-isoquinolinyl)methyl]-5-chloro-2-[(1-methyl-4-piperidinyl)methylamino]pyridine-3-carboxamide